tert-Butyl 3-(3,5-difluorophenyl)piperazine-1-carboxylate tert-Butyl-3-(3,5-difluorophenyl)piperazine-1-carboxylate C(C)(C)(C)OC(=O)N1CC(NCC1)C1=CC(=CC(=C1)F)F.FC=1C=C(C=C(C1)F)C1CN(CCN1)C(=O)OC(C)(C)C